[Sn].CN(C)[Sn](N(C)C)(N(C)C)N(C)C tetrakisdimethylaminotin tin